ClC=1C=CC=C2C=C(NC12)C(=O)N1CC2(CC1C(=O)N[C@H](C(=O)OC)C[C@H]1C(NC(C1)(C)C)=O)CCCCC2 methyl (2S)-2-[[2-(7-chloro-1H-indole-2-carbonyl)-2-azaspiro[4.5]decane-3-carbonyl]amino]-3-[(3R)-5,5-dimethyl-2-oxo-pyrrolidin-3-yl]propanoate